1-(2,2-difluoro-2-(2-fluoro-5-((4-fluoro-3-methylphenyl)carbamoyl)phenyl)acetyl)-4,4-difluoropyrrolidine-2-carboxylic acid FC(C(=O)N1C(CC(C1)(F)F)C(=O)O)(C1=C(C=CC(=C1)C(NC1=CC(=C(C=C1)F)C)=O)F)F